FC1=C(C=CC=C1C[C@@H]1N(CC[C@@H]1NS(=O)(=O)CC)C(=O)N(C)OC)C1=CC(=CC=C1)F (2S,3S)-2-((2,3'-difluorobiphenyl-3-yl)methyl)-3-((ethylsulfonyl)amino)-N-methoxy-N-methylpyrrolidine-1-carboxamide